1-(4-amino-1,2,5-oxadiazol-3-yl)-N'-(2-nitrobenzylidene)-1H-1,2,3-triazole-4-carbohydrazide NC=1C(=NON1)N1N=NC(=C1)C(=O)NN=CC1=C(C=CC=C1)[N+](=O)[O-]